(2-bromo-5-(trifluoromethoxy)phenyl)carbamic acid tert-butyl ester C(C)(C)(C)OC(NC1=C(C=CC(=C1)OC(F)(F)F)Br)=O